N1CCC(CC1)C(C(=O)O)C 4-piperidyl-propionic acid